2,7-di-tert-butyl-4,9-diaminopyrene C(C)(C)(C)C1=CC2=CC(=C3C=C(C=C4C=C(C(=C1)C2=C43)N)C(C)(C)C)N